(S)-2-(4-nitrophenyl)-1-(4-(thiophen-2-yl)thiazol-2-yl)ethanamine hydrobromide Br.[N+](=O)([O-])C1=CC=C(C=C1)C[C@H](N)C=1SC=C(N1)C=1SC=CC1